3-(4-chloropyridin-3-yl)-2-[4-(4-methyl-4H-1,2,4-triazol-3-yl)piperidin-1-yl]benzonitrile ClC1=C(C=NC=C1)C=1C(=C(C#N)C=CC1)N1CCC(CC1)C1=NN=CN1C